BrC1=C(N(C(C(=N1)C(=O)OC)=O)C1=CC=C(C=C1)F)C Methyl 6-bromo-4-(4-fluorophenyl)-5-methyl-3-oxo-3,4-dihydropyrazine-2-carboxylate